N-Butyl-1-methyl-1,2-dihydro-3H-benzo[e]indole-3-carboximidamide hydrochloride Cl.C(CCC)NC(=N)N1CC(C=2C3=C(C=CC12)C=CC=C3)C